C1(CC1)CN1C(=CC2=CC(=CC=C12)OC)C1=NC2=C(N1C)C=CC(=C2)C(=O)N2C[C@@H](CCC2)NC(OC(C)(C)C)=O 1,1-Dimethylethyl [(3R)-1-({2-[1-(cyclopropylmethyl)-5-(methyloxy)-1H-indol-2-yl]-1-methyl-1H-benzimidazol-5-yl}carbonyl)-3-piperidinyl]carbamate